3-(2,5-dimethoxyphenyl)-1-{(5s,8s)-8-[1-(2-hydroxyethyl)-4-pyrazolylamino]-2-aza-2-spiro[4.5]decyl}-1-propanone COC1=C(C=C(C=C1)OC)CCC(=O)N1CC2(CC1)CCC(CC2)NC=2C=NN(C2)CCO